ClC=1N=C(C2=C(N1)C(=C(N=C2)Cl)F)N2[C@@H]1[C@@H]([C@H](C[C@H]2CC1)NC(OC(C)(C)C)=O)F tert-butyl ((1S,2R,3S,5R)-8-(2,7-dichloro-8-fluoropyrido[4,3-d]pyrimidin-4-yl)-2-fluoro-8-azabicyclo[3.2.1]octan-3-yl)carbamate